NCC1CCN(CC1)C(C(C)(C)C=1C=C2C(=C(NC2=CC1)C1=CC(=NC=C1)C)C(C)C)=O 1-(4-(aminomethyl)piperidin-1-yl)-2-(3-isopropyl-2-(2-methylpyridin-4-yl)-1H-indol-5-yl)-2-methylpropan-1-one